CN(C#N)CC=1N=C(C=2N(C1)C=CN2)C2=CC=C(C=C2)C(F)(F)F N-Methyl-N-((8-(4-(trifluoromethyl)phenyl)imidazo[1,2-a]pyrazin-6-yl)methyl)cyanamide